N[C@@H]1[C@@H](C[C@@H](CC1)NC1=NC2=C(C=C(C=C2C=N1)C1=CC(=C(C=C1)NS(=O)(=O)C1=C(C=CC=C1)Cl)F)CC)C N-(4-(2-(((1R,3R,4S)-4-amino-3-methylcyclohexyl)amino)-8-ethylquinazolin-6-yl)-2-fluorophenyl)-2-chlorobenzene-sulfonamide